2,6-di-tert-butyl-4-hydroxybenzyl-acetone C(C)(C)(C)C1=C(CCC(C)=O)C(=CC(=C1)O)C(C)(C)C